NC1=NC(=C2C(=N1)N(N=C2)CC2=C(C=C(C=C2)N)F)C2=CC=CC(=N2)C#N 6-[6-amino-1-[(4-amino-2-fluoro-phenyl)methyl]pyrazolo[3,4-d]pyrimidin-4-yl]pyridine-2-carbonitrile